tert-butyl 2-(4-(4-nitrophenyl) piperazin-1-yl)-8-azaspiro[4.5]decane-8-carboxylate [N+](=O)([O-])C1=CC=C(C=C1)N1CCN(CC1)C1CC2(CC1)CCN(CC2)C(=O)OC(C)(C)C